Cl.CN([C@H]1C[C@H](CC1)N)C1=NC=NC2=CC=C(C=C12)CC(F)(F)F (1R,3S)-N1-methyl-N1-[6-(2,2,2-trifluoroethyl)quinazolin-4-yl]cyclopentane-1,3-diamine hydrochloride